ClC1=CC=C2C(=CC(=NC2=C1)C1=CNC2=CC=CC=C12)N1CCNCC1 7-chloro-4-(piperazin-1-yl)-2-(1H-indol-3-yl)quinoline